NCC(=O)N1C(C=2N(CC1)C(=C(N2)C2=CC(=C(C=C2)Cl)F)NC2=CC=C(C=C2)F)(C)C 2-amino-1-(2-(4-chloro-3-fluorophenyl)-3-((4-fluorophenyl)amino)-8,8-dimethyl-5,6-dihydroimidazo[1,2-a]pyrazin-7(8H)-yl)ethan-1-one